FC=1C(=CC(=NC1C)C(=O)NC)B1OC(C(O1)(C)C)(C)C 5-fluoro-N,6-dimethyl-4-(4,4,5,5-tetramethyl-1,3,2-dioxa-borolan-2-yl)picolinamide